C1(CCCCCCCCCC\C=C\CCO1)=O trans-12-pentadecene-1,15-olide